tert-butyl (3S,4S)-3-amino-4-((3-ethyl-4-methylbenzyl)oxy)pyrrolidine-1-carboxylate N[C@H]1CN(C[C@@H]1OCC1=CC(=C(C=C1)C)CC)C(=O)OC(C)(C)C